ClC1=CC(=C(OCC2=CC=CC(=N2)OC2CCN(CC2)CC2=NC3=C(N2CC2=CC=NO2)C=C(C=C3)C(=O)O)C=C1)C#N 2-{[4-({6-[(4-chloro-2-cyanophenoxy)methyl]pyridin-2-yl}oxy)piperidin-1-yl]methyl}-1-[(1,2-oxazol-5-yl)methyl]-1H-1,3-benzodiazole-6-carboxylic acid